C(#N)C1=CC(=CC=2N=C(OC21)C=2C(=C(C=CC2)C2=C(C(=CC=C2)NC=2C1=C(N=C(N2)C)C=C(C=N1)CNC[C@H](C)O)C)C)CN1CCC(CC1)C(=O)O (S)-1-((7-cyano-2-(3'-(7-((2-hydroxypropylamino)methyl)-2-methylpyrido[3,2-d]pyrimidin-4-ylamino)-2,2'-dimethylbiphenyl-3-yl)benzo(d)oxazol-5-yl)methyl)piperidine-4-carboxylic acid